C(#N)C1CN(C1)S(=O)(=O)N1C[C@H](CCC1)C(=O)N1[C@H](CCC1)C(=O)N[C@H]1CCC2=CC=CC=C12 1-(((3S)-1-((3-cyano-1-azetidinyl)sulfonyl)-3-piperidinyl)carbonyl)-N-((1S)-2,3-dihydro-1H-inden-1-yl)-D-prolinamide